7-((2S,5R)-2,5-dimethyl-4-(1-(quinoxalin-6-yl)ethyl)piperazin-1-yl)-4-methyl-2-(prop-1-en-2-yl)-2,4-dihydro-5H-pyrazolo[4,3-b]pyridin-5-one C[C@@H]1N(C[C@H](N(C1)C(C)C=1C=C2N=CC=NC2=CC1)C)C=1C=2C(N(C(C1)=O)C)=CN(N2)C(=C)C